(R)-3-(5-chloro-2-(pyrrolidin-3-ylamino)pyrimidin-4-yl)-1H-pyrrolo[2,3-b]pyridine-6-carbonitrile ClC=1C(=NC(=NC1)N[C@H]1CNCC1)C1=CNC2=NC(=CC=C21)C#N